5-[1-[3-[2-[(5-methyltetrazol-2-yl)methyl]-4-(trifluoromethyl)phenyl]propanoyl]-piperidin-4-yl]sulfanylthiophene-2-sulfonamide CC=1N=NN(N1)CC1=C(C=CC(=C1)C(F)(F)F)CCC(=O)N1CCC(CC1)SC1=CC=C(S1)S(=O)(=O)N